4-((5-fluoro-4-(3-(2-oxopyridin-1(2H)-yl)phenyl)pyrimidin-2-yl)amino)cyclohexane-1-carboxamide FC=1C(=NC(=NC1)NC1CCC(CC1)C(=O)N)C1=CC(=CC=C1)N1C(C=CC=C1)=O